CN1CCN(CC1)C1=CC=CC2=C1SC(=C2)C(=O)O 7-(4-methylpiperazin-1-yl)benzo[b]thiophene-2-carboxylic acid